(cis)-tert-butyl 3-(tosyloxy)cyclobutanecarboxylate S(=O)(=O)(C1=CC=C(C)C=C1)O[C@H]1C[C@H](C1)C(=O)OC(C)(C)C